tert-butyl ((5-chloro-6-(6-fluoro-5-methoxypyridin-2-yl)-1-(phenylsulfonyl)-1H-indol-2-yl)methyl)carbamate ClC=1C=C2C=C(N(C2=CC1C1=NC(=C(C=C1)OC)F)S(=O)(=O)C1=CC=CC=C1)CNC(OC(C)(C)C)=O